ClC1=CC=C(CSC=2OC3=C(N2)C(=C(C(=C3)F)F)F)C=C1 ((4-chlorobenzyl)thio)-4,5,6-trifluorobenzo[d]oxazole